CC1=CSC2=C1N=NC=C2O 7-methylthieno[3,2-c]pyridazin-4-ol